ClC=1C(=CC(=C(C1)NC(=O)[C@H]1N(CC[C@@H]1O)C1=NC(=CC(=C1C#N)C(F)(F)F)C)F)F (2S,3S)-N-(5-chloro-2,4-difluoro-phenyl)-1-[3-cyano-6-methyl-4-(trifluoromethyl)-2-pyridyl]-3-hydroxy-pyrrolidine-2-carboxamide